tert-butyl (4-(((tert-butyldimethylsilyl)oxy)(4'-fluoro-[1,1'-biphenyl]-4-yl)methyl)phenyl)carbamate [Si](C)(C)(C(C)(C)C)OC(C1=CC=C(C=C1)NC(OC(C)(C)C)=O)C1=CC=C(C=C1)C1=CC=C(C=C1)F